N-(2-(1H-indol-3-yl)ethyl)-5-(2-methylthiazol-5-yl)thiazolo[5,4-d]pyrimidin-7-amine N1C=C(C2=CC=CC=C12)CCNC=1C2=C(N=C(N1)C1=CN=C(S1)C)SC=N2